tert-Butyl 3-oxo-2,3,4,5-tetrahydro-1H-pyrazolo[3,4-c]pyridine-6(7H)-carboxylate O=C1NNC=2CN(CCC21)C(=O)OC(C)(C)C